F[C@@H]1C[C@@]2(CCCN2C1)COC1=NC(=NC(=N1)N1C[C@H]2CC[C@@H](C1)N2)C#CC2=CC(=CC1=CC=C(C(=C21)CC)F)O 4-[2-(4-{[(2R,7aS)-2-fluoro-hexahydropyrrolizin-7a-yl]methoxy}-6-[(1R,5S)-3,8-diazabicyclo[3.2.1]octan-3-yl]-1,3,5-triazin-2-yl)ethynyl]-5-ethyl-6-fluoronaphthalen-2-ol